FC([C@@H](C1=CC=C(C=C1)C1=C(N=CS1)C)N[S@@](=O)C(C)(C)C)F (S)-N-[(1R)-2,2-difluoro-1-[4-(4-methyl-1,3-thiazol-5-yl)-phenyl]ethyl]-2-methylpropane-2-sulfinamide